ClC1=CC(=C(C=C1)C1=CC=C(C=C1)P(C)(C)=O)C1=NC(=NC(=N1)C1=CC=CC=C1)C1=CC=CC=C1 (4'-chloro-2'-(4,6-diphenyl-1,3,5-triazin-2-yl)-[1,1'-biphenyl]-4-yl)dimethylphosphine oxide